ClC1=CC=C2C(=CNC2=C1S(=O)C)S(=O)(=O)NC1=NC(=C(C(=N1)OC)OCCF)OC 6-chloro-N-[5-(2-fluoroethoxy)-4,6-dimethoxy-pyrimidin-2-yl]-7-methylsulfinyl-1H-indole-3-sulfonamide